tert-butyl (2-((7-bromo-2,6-dichloro-8-fluoroquinazolin-4-yl) amino)ethyl)carbamate BrC1=C(C=C2C(=NC(=NC2=C1F)Cl)NCCNC(OC(C)(C)C)=O)Cl